2-(4-aminobenzamido)-6-(5-((3aS,6aR)-2-oxo-hexahydro-1H-thieno-[3,4-d]imidazol-4-yl)-pentanamido)hexanoic acid 2,2,2-trifluoroacetate FC(C(=O)O)(F)F.NC1=CC=C(C(=O)NC(C(=O)O)CCCCNC(CCCCC2SC[C@@H]3NC(N[C@@H]32)=O)=O)C=C1